C1(CC1)C=1N=NN(C1)[C@H](C(=O)N1[C@@H](C[C@H](C1)O)C(=O)NCC1OCCS(C1)(=O)=O)C(C)(C)C (2S,4R)-1-[(2S)-2-(4-cyclopropyltriazol-1-yl)-3,3-dimethyl-butanoyl]-N-[(4,4-dioxo-1,4-oxathian-2-yl)methyl]-4-hydroxy-pyrrolidine-2-carboxamide